3,3-Dibutyl-5-(4-fluorophenyl)-7-methoxy-1,1-dioxido-2,3,4,5-tetrahydro-1,5-benzothiazepin-8-yl triflate O(S(=O)(=O)C(F)(F)F)C1=CC2=C(N(CC(CS2(=O)=O)(CCCC)CCCC)C2=CC=C(C=C2)F)C=C1OC